2-{4-[(2-{3-[(4-methanesulfonyl-2-methoxyphenyl)amino]prop-1-yn-1-yl}-1-(2,2,2-trifluoroethyl)-1H-indol-4-yl)amino]piperidin-1-yl}ethyl propanoate C(CC)(=O)OCCN1CCC(CC1)NC1=C2C=C(N(C2=CC=C1)CC(F)(F)F)C#CCNC1=C(C=C(C=C1)S(=O)(=O)C)OC